FC(C(CCO)NC=1C2=C(N=C(N1)C1=CC=NC=C1)C=NC=C2)(F)F 4,4,4-trifluoro-3-{[2-(pyridin-4-yl)pyrido[3,4-d]Pyrimidin-4-yl]Amino}butan-1-ol